C1(CC1)C1=NOC(=C1C1=NN=C(S1)[C@@H]1CC12CCN(CC2)S(=O)(=O)N)C (1R)-1-[5-(3-Cyclopropyl-5-methylisoxazol-4-yl)-1,3,4-thiadiazol-2-yl]-6-azaspiro[2.5]octan-6-sulfonamid